COC(=O)C1N(C2=CC=CC=C2C1)C(=O)OC(C)(C)C indoline-1,2-dicarboxylic acid 1-tert-butyl ester 2-methyl ester